ClC1=NC=C(C=N1)C(=O)N1CCN(CC1)C1=NC=C(C=N1)C(F)(F)F (2-chloropyrimidin-5-yl)(4-(5-(trifluoromethyl)pyrimidin-2-yl)piperazin-1-yl)methanone